N1C=CC2=CC(=CC=C12)N1N=C(C=C1C1=C(C(=O)N)C=CC=C1)C (1-(1H-indol-5-yl)-3-methyl-1H-pyrazol-5-yl)benzamide